BrC1=CC(N(C=C1F)CC1=NC2=C(N1CCOC)C=C(C=C2)C(=O)OC)=O Methyl 2-((4-bromo-5-fluoro-2-oxopyridin-1(2H)-yl) methyl)-1-(2-methoxyethyl)-1H-benzo[d]imidazole-6-carboxylate